(1r,3r)-1-(5-bromopyrimidin-2-yl)-3-hydroxy-3-methylcyclobutane-1-carbonitrile BrC=1C=NC(=NC1)C1(CC(C1)(C)O)C#N